4-methyl-2-phenyl-4-(selenocyanatomethyl)isoquinoline-1,3(2H,4H)-dione CC1(C(N(C(C2=CC=CC=C12)=O)C1=CC=CC=C1)=O)C[Se]C#N